2-{[3,5-bis(trifluoromethyl) phenyl] carbamoyl}-4-chlorophenyl dihydrogenphosphate P(=O)(O)(O)OC1=C(C=C(C=C1)Cl)C(NC1=CC(=CC(=C1)C(F)(F)F)C(F)(F)F)=O